(1R,2S)-2-morpholino-1-phenyl-1-propanol O1CCN(CC1)[C@H]([C@H](O)C1=CC=CC=C1)C